CC1=C(CN(N)C(C)=O)C=CC(=C1)C N-(2,4-dimethylbenzyl)acetohydrazide